C1(CC1)C1=NN(C=2C=NN(C(C21)=O)CC(=O)N[C@@H](C)C2=CC=C(C=C2)OC(F)(F)F)C(C)C (S)-2-(3-cyclopropyl-1-isopropyl-4-oxo-1,4-dihydro-5H-pyrazolo[3,4-d]pyridazin-5-yl)-N-(1-(4-(trifluoromethoxy)phenyl)ethyl)acetamide